F[P-](F)(F)(F)(F)F.[Na+].C(C)OC=1C=C(C=CC1OC)[C@@H](CS(=O)(=O)C)N1C(C2=CC=CC(=C2C1=O)NC(CCCCCCC)=O)=O N-(2-((S)-1-(3-ethoxy-4-methoxyphenyl)-2-(methylsulfonyl)ethyl)-1,3-dioxoisoindolin-4-yl)octanamide sodium hexafluorophosphate